S1C(=CC=C1)CCCCCCCCCCCCS ThiolDodecanthiol